(S)-6-chloro-2-(3-fluorophenyl)-5-((2-oxotetrahydrofuran-3-yl)amino)-1H-benzo[d]imidazole-4,7-dione ClC1=C(C(C2=C(NC(=N2)C2=CC(=CC=C2)F)C1=O)=O)N[C@@H]1C(OCC1)=O